6-(3-(Difluoromethoxy)-4-fluorophenyl)-1-((5-methoxypyridin-3-yl)methyl)-1H-pyrazolo[3,4-b]pyrazine FC(OC=1C=C(C=CC1F)C1=CN=C2C(=N1)N(N=C2)CC=2C=NC=C(C2)OC)F